ClC1=CC=C(C(=N1)C(=O)O)NC(C)C1=C2C=C(C(=NC2=CC(=C1)C)C#N)C1=CC=C(C=C1)F 6-chloro-3-((1-(2-cyano-3-(4-fluorophenyl)-7-methylquinolin-5-yl)ethyl)amino)picolinic acid